FC(C=1C=C2C=NN3C(C2=CC1)=NN=C3)(F)F 8-(Trifluoromethyl)-[1,2,4]triazolo[3,4-a]phthalazine